tert-Butyl (3R)-3-{[{(1R)-1-[1-benzyl-4-(2,5-difluorophenyl)-1H-pyrrol-2-yl]-2,2-dimethylpropyl}(chloroacetyl)amino]methyl}pyrrolidine-1-carboxylate C(C1=CC=CC=C1)N1C(=CC(=C1)C1=C(C=CC(=C1)F)F)[C@@H](C(C)(C)C)N(C(CCl)=O)C[C@@H]1CN(CC1)C(=O)OC(C)(C)C